21-acetoxy-20-methyl-pregna-4,6-diene C(C)(=O)OCC([C@H]1CC[C@H]2[C@@H]3C=CC4=CCCC[C@]4(C)[C@H]3CC[C@]12C)C